5-Amino-2-(4-(4-methylpiperazin-1-yl)piperazin-1-yl)phenylbutanol NC=1C=CC(=C(C1)C(CCC)O)N1CCN(CC1)N1CCN(CC1)C